CC1(C(C=C(O1)C(=O)O)=O)C1=CC=CC=C1 4,5-Dihydro-5-methyl-4-oxo-5-phenyl-2-furancarboxylic acid